NC1=NC=2C=CC=CC2C2=C1N=C(N2CC(C)(O)C)CSCCC(F)(F)F 1-(4-amino-2-(((3,3,3-trifluoropropyl)thio)methyl)-1H-imidazo[4,5-c]quinolin-1-yl)-2-methylpropan-2-ol